N1(CCCC1)C=1C=C(C=CC1)NC(=O)/C=C/C(=O)O (2E)-3-([3-(PYRROLIDIN-1-YL)PHENYL]CARBAMOYL)PROP-2-ENOIC ACID